ClC(C(C)Cl)[Si](OCC)(OCC)OCC 1,2-dichloropropyltriethoxysilane